(S)-(+)-diethyl (3-methyl-2-oxooct-5-yn-1-yl)phosphonate C[C@H](C(CP(OCC)(OCC)=O)=O)CC#CCC